CN1C(C(=C(C=C1C1=CC=CC=C1)C=1C=C(C=CC1)C)C#N)=O 1-methyl-2-OxO-6-phenyl-4-(m-tolyl)-1,2-dihydropyridine-3-carbonitrile